5-Cyano-1,2-dimethyl-N-(3-phenyl-1H-indazol-5-yl)-1H-pyrrole-3-carboxamide C(#N)C1=CC(=C(N1C)C)C(=O)NC=1C=C2C(=NNC2=CC1)C1=CC=CC=C1